CCCCOC1=C2C(=C(C=C1)OCCCC)C3=NC4=NC(=NC5=C6C(=CC=C(C6=C([N-]5)N=C7C8=C(C=CC(=C8C(=N7)N=C2[N-]3)OCCCC)OCCCC)OCCCC)OCCCC)C9=C(C=CC(=C94)OCCCC)OCCCC.[Ni+2] Nickel(II) 1,4,8,11,15,18,22,25-octabutoxy-29H,31H-phthalocyanine